3-ethyl-1-[7-(4-methyl-6-propanoylpyridin-3-yl)-2,6-naphthyridin-3-yl]urea C(C)NC(NC=1N=CC2=CC(=NC=C2C1)C=1C=NC(=CC1C)C(CC)=O)=O